1-(3-methoxypropyl)-1-methylpiperidinium bis(trifluoromethylsulfonyl)imide [N-](S(=O)(=O)C(F)(F)F)S(=O)(=O)C(F)(F)F.COCCC[N+]1(CCCCC1)C